N-(4-chloropyridin-2-yl)-2-(3-Boc-aminophenyl)acetamide ClC1=CC(=NC=C1)NC(CC1=C(C(=CC=C1)C(=O)OC(C)(C)C)N)=O